BrC=1C=CC(=NC1)CNCC N-((5-bromopyridin-2-yl)methyl)ethylamine